Cl.NC1=C(C(=CC=C1)C)NS(=O)(=O)C1=C(C=C(C=C1)N1C=NC(=C1)C)C N-(2-amino-6-methyl-phenyl)-2-methyl-4-(4-methylimidazol-1-yl)benzenesulfonamide, hydrochloride